N-[(4S)-3,4-dihydro-2H-chromen-4-yl]-8-[(2R,6R)-2,6-dimethylmorpholin-4-yl]-4-(morpholin-4-yl)quinoline-3-carboxamide O1CC[C@@H](C2=CC=CC=C12)NC(=O)C=1C=NC2=C(C=CC=C2C1N1CCOCC1)N1C[C@H](O[C@@H](C1)C)C